C(C)(C)(C)OC(=O)N[C@H](C(=O)OC1CC1)CI cyclopropyl (R)-2-((tert-butoxycarbonyl)amino)-3-iodopropanoate